5-bromo-2-chloro-4-(difluoromethyl)pyridine BrC=1C(=CC(=NC1)Cl)C(F)F